C(C)(C)C=1C(=NNC1C=1C=C(C=2N(C1)N=CN2)OC)C2=CC(=C(C=N2)C2CCC(CC2)N(C)C)C 4-(6-(4-isopropyl-5-(8-methoxy-[1,2,4]triazolo[1,5-a]pyridin-6-yl)-1H-pyrazol-3-yl)-4-methylpyridin-3-yl)-N,N-dimethylcyclohexan-1-amine